acryloxydodecyltrifluorosilane C(C=C)(=O)OCCCCCCCCCCCC[Si](F)(F)F